N-[3-({[1-({3,4-difluoro-2-[(2-fluoro-4-iodophenyl)amino]phenyl}carbonyl)-3-hydroxyazetidin-3-yl]methyl}amino)phenyl]methanesulfonamide FC=1C(=C(C=CC1F)C(=O)N1CC(C1)(O)CNC=1C=C(C=CC1)NS(=O)(=O)C)NC1=C(C=C(C=C1)I)F